NCC=1C=C(C=CC1OC)CO (3-(aminomethyl)-4-methoxyphenyl)methanol